BrC=1N=NN(C1)C(C(=O)OCC)C1CC1 ethyl 2-(4-bromo-1,2,3-triazol-1-yl)-2-cyclopropylacetate